C1(CC1)N(C(=O)C1=NC(=C(N=C1)NCCN1CCCC1)[C@H](C)C1=CC=C(C=C1)F)C (R)-N-cyclopropyl-6-(1-(4-fluorophenyl)ethyl)-N-methyl-5-((2-(pyrrolidin-1-yl)ethyl)amino)pyrazine-2-carboxamide